N(=[N+]=[N-])[C@@H]1[C@H]([C@H](C(OC1OC)(CO)CO)O)O (3R,4R,5R)-5-azido-2,2-bis(hydroxymethyl)-6-methoxytetrahydro-2H-pyran-3,4-diol